2-triphosphazene PN=PNP